C(CCC)(=O)N[C@H]1C(O)O[C@@H]([C@H]([C@@H]1O)O)COC(=O)NCCCC(=O)O 2-N-butyryl-6-O-((3-carboxy-1-propyl)aminocarbonyl)-D-glucosamine